1-(2-chloro-6-fluorobenzyl)-3-methoxy-2-oxo-N-(2,4,6-trifluorobenzyl)-1,2,3,4-tetrahydroquinazoline-7-carboxamide ClC1=C(CN2C(N(CC3=CC=C(C=C23)C(=O)NCC2=C(C=C(C=C2F)F)F)OC)=O)C(=CC=C1)F